ClC=1C=C(C=CC1F)NC(=O)C1=C(N=C2N1CCCC2)C2CC1CC(CC1C2)=O N-(3-Chloro-4-fluorophenyl)-2-(5-oxooctahydropentalen-2-yl)-5,6,7,8-tetrahydroimidazo[1,2-a]pyridine-3-carboxamide